C1=CC=CC=2C3=CC=CC=C3C(C12)COC(=O)N[C@H](C(=O)O)CC=1C=NC(=NC1)N1CCN(CC1)C(C)=O (S)-2-((((9H-fluoren-9-yl)methoxy)carbonyl)amino)-3-(2-(4-acetylpiperazin-1-yl)pyrimidin-5-yl)propanoic acid